CC=1N(C=C(N1)C)CC1=CC(=C2CCN(C(C2=C1)=O)[C@@H](C)C1=NC=C(C#N)C(=C1)OCC)C1=CN(C(C=C1C)=O)C (S)-6-(1-(7-((2,4-dimethyl-1H-imidazol-1-yl)methyl)-5-(1,4-dimethyl-6-oxo-1,6-dihydropyridin-3-yl)-1-oxo-3,4-dihydroisoquinolin-2(1H)-yl)ethyl)-4-ethoxynicotinonitrile